hexacosyl-carboxylate C(CCCCCCCCCCCCCCCCCCCCCCCCC)C(=O)[O-]